ClC1=CC=C2[C@@]3(C(NC2=C1)=O)C1(N[C@H]([C@@H]3C3=C(C(=CC=C3)Cl)F)C(=O)NC3CCN(CC3)CCCC(=O)OC(C)(C)C)CCCCC1 tert-butyl 4-(4-((3'R,4'S,5'R)-6''-chloro-4'-(3-chloro-2-fluorophenyl)-2''-oxodispiro[cyclohexane-1,2'-pyrrolidine-3',3''-indoline]-5'-carboxamido)piperidin-1-yl)butanoate